C(CC)OC([C@H](C)N)=O.Cl chlorane propyl-(2S)-2-aminopropanoate